C(C)(=O)OC[C@H]1N(CCC1)C(C1=C(C=C(C(=C1)OC)OCCCCCC(=O)N1C[C@H](C=2C3=C(C(=CC12)OP(=O)(OC(C)(C)C)OC(C)(C)C)C=CC=C3)CCl)N)=O ((S)-1-(2-amino-4-((6-((S)-1-(chloromethyl)-5-((di-tert-butoxyphosphoryl)oxy)-1,2-dihydro-3H-benzo[e]indol-3-yl)-6-oxohexyl)oxy)-5-methoxybenzoyl)pyrrolidin-2-yl)methyl acetate